2-[4-(5,6-Dimethoxypyridazin-3-yl)phenyl]acetaldehyde COC=1C=C(N=NC1OC)C1=CC=C(C=C1)CC=O